2-(6-Iodo-1-oxo-4-(trifluoromethyl)-3,4-dihydroisoquinolin-2(1H)-yl)-N-(5-methylpyrimidin-2-yl)acetamide IC=1C=C2C(CN(C(C2=CC1)=O)CC(=O)NC1=NC=C(C=N1)C)C(F)(F)F